1'-[3-(difluoromethoxy)phenyl]-N-(4-methyl-1,1-dioxo-thian-4-yl)-2'-oxo-spiro[cyclopentane-1,3'-indoline]-5'-carboxamide FC(OC=1C=C(C=CC1)N1C(C2(C3=CC(=CC=C13)C(=O)NC1(CCS(CC1)(=O)=O)C)CCCC2)=O)F